N-(4-((2,6-dioxopiperidin-3-yl)amino)phenyl)-8-(piperidin-1-yl)octanamide O=C1NC(CCC1NC1=CC=C(C=C1)NC(CCCCCCCN1CCCCC1)=O)=O